(2-(4'-(3-cyanopropoxy)-[1,1'-biphenyl]-4-yl)propan-2-yl)carbamate C(#N)CCCOC1=CC=C(C=C1)C1=CC=C(C=C1)C(C)(C)NC([O-])=O